N-(2-chloro-4-cyanophenyl)-2-(4-((1-(2-(2,6-dioxopiperidin-3-yl)-1,3-dioxoisoindolin-5-yl)azetidin-3-yl)ethynyl)-1H-pyrazol-1-yl)-2-methylpropanamide ClC1=C(C=CC(=C1)C#N)NC(C(C)(C)N1N=CC(=C1)C#CC1CN(C1)C=1C=C2C(N(C(C2=CC1)=O)C1C(NC(CC1)=O)=O)=O)=O